2-((2-thienyl)sulfonamido)-N-(4-phenylthiazol-2-yl)benzamide S1C(=CC=C1)S(=O)(=O)NC1=C(C(=O)NC=2SC=C(N2)C2=CC=CC=C2)C=CC=C1